COC=1C=C2CC\C(\C(C2=CC1OC)=O)=C/C1=NC(=CC=C1)C(F)(F)F (E)-6,7-dimethoxy-2-((6-(trifluoromethyl)pyridin-2-yl)methylene)-3,4-dihydronaphthalen-1(2H)-one